C(OC1=CC=C(C=C1)[N+](=O)[O-])(OC1CN(C1)C1=NC(=NC=C1)C(F)(F)F)=O 4-Nitrophenyl (1-(2-(trifluoromethyl)pyrimidin-4-yl)azetidin-3-yl) carbonate